C(C)(C)(C)OC(NC=1C=NN(C1C(F)(F)F)CC(C)(C)C)=O N-[1-(2,2-dimethylpropyl)-5-(trifluoromethyl)-1H-pyrazol-4-yl]carbamic acid tert-butyl ester